4-((S or R)-1-((R or S)-6-azaspiro[2.5]octan-1-yl)propan-2-yloxy)-2-chloro-N,N-dimethylbenzamide [C@@H]1(CC12CCNCC2)C[C@H](C)OC2=CC(=C(C(=O)N(C)C)C=C2)Cl |o1:0,9|